N-{[5-(2-hydroxy-2-methylpropyloxy)pyridin-2-yl]thiocarbamoyl}carbamic acid ethyl ester C(C)OC(NC(NC1=NC=C(C=C1)OCC(C)(C)O)=S)=O